C12CN(CC(CC1)O2)C2=C(CN1CCCC13CCN(CC3)C(=O)N3N=C(C=C3)C(=O)O)C=CC(=C2)C(F)(F)F 1-(1-(2-(8-oxa-3-azabicyclo[3.2.1]octan-3-yl)-4-(trifluoromethyl)benzyl)-1,8-diazaspiro[4.5]decane-8-carbonyl)-1H-pyrazole-3-carboxylic acid